5-norbornene-2-hydroxamic acid C12C(CC(C=C1)C2)C(=O)NO